CS(=O)(=O)NCCNCC(=O)O 2-{[2-(methylsulfonamido)ethyl]amino}acetic acid